C(C)(=O)OC=1C(=NC=CC1OC)C(=O)N[C@H](C(=O)O[C@H]([C@@H](C(C)C)C1=C(C=C(C=C1)F)C)C)C [(1S,2S)-2-(4-fluoro-2-methyl-phenyl)-1,3-dimethyl-butyl] (2S)-2-[(3-acetoxy-4-methoxy-pyridine-2-carbonyl)-amino]propanoate